(5-(6-(3-azabicyclo[3.1.0]hexan-3-yl)-4-fluoro-1H-benzo[d]imidazol-2-yl)-1H-pyrrol-3-yl)(2-(trifluoromethyl)phenyl)methanone C12CN(CC2C1)C=1C=C(C2=C(NC(=N2)C2=CC(=CN2)C(=O)C2=C(C=CC=C2)C(F)(F)F)C1)F